3-(3-chloro-4-fluorophenyl)-5-(2-(3-fluoropyrrolidin-1-yl)-2-oxoethyl)-1-(1-methyl-1H-1,2,3-triazol-4-yl)-1H-pyrrolo[3,2-c]pyridin-4(5H)-one ClC=1C=C(C=CC1F)C1=CN(C2=C1C(N(C=C2)CC(=O)N2CC(CC2)F)=O)C=2N=NN(C2)C